C(#N)C=1C=CC(=C2C=CC=NC12)N1CC2N(CCN(C2)C(=O)OC(C)(C)C)CC1 tert-butyl 8-(8-cyano-5-quinolyl)-3,4,6,7,9,9a-hexahydro-1H-pyrazino[1,2-a]pyrazine-2-carboxylate